ClC1=C(C=C2C(=N1)C(=NN2C2OCCCC2)/C=C/C(=O)OCC)Cl Ethyl (E)-3-(5,6-dichloro-1-(tetrahydro-2H-pyran-2-yl)-1H-pyrazolo[4,3-b]pyridin-3-yl)acrylate